FC(COC=1C(=NC(=NC1OC)NS(=O)(=O)C1=CNC2=C(C(=CC=C12)F)C=1N(C=CN1)C)OC)F N-[5-(2,2-difluoroethoxy)-4,6-dimethoxy-pyrimidin-2-yl]-6-fluoro-7-(1-methylimidazol-2-yl)-1H-indole-3-sulfonamide